Cl.[Ru] ruthenium HCl